2-azaspiro[3.4]octane-6-amine C1NCC12CC(CC2)N